4-amino-7-cyclopropyl-1-(2,3-dihydro-1H-indol-4-yl)pyrido[2,3-d]pyrimidin-2-one tert-butyl-4-((3-cyano-6-cyclopropylpyridin-2-yl)amino)-1H-indole-1-carboxylate C(C)(C)(C)OC(=O)N1C=CC2=C(C=CC=C12)NC1=NC(=CC=C1C#N)C1CC1.NC=1C2=C(N(C(N1)=O)C1=C3CCNC3=CC=C1)N=C(C=C2)C2CC2